[Pt].C=1(C(=CC=C2C=CC=CC12)N)C=1C(=CC=C2C=CC=CC12)N 1,1'-Binaphthyl-2,2'-diamine platinum